2-hydroxypropane-1,3-diyl bis(2-(p-tolyl)acetate) C1(=CC=C(C=C1)CC(=O)OCC(COC(CC1=CC=C(C=C1)C)=O)O)C